ClC1=C2N(C(C(=C1)NC1=NC=NC=C1)=O)C1(N(C2=O)C2CC2)CCCCC1 8'-chloro-2'-cyclopropyl-6'-(pyrimidin-4-ylamino)-2'H-spiro[cyclohexane-1,3'-imidazo[1,5-a]pyridine]-1',5'-dione